O1C(=NCC1)C1=NC2=CC=CC=C2C=C1 2-(4,5-dihydro-2-oxazolyl)quinoline